S-(2-diethylaminoethyl) methyl thiophosphonate P(SCCN(CC)CC)(OC)=O